5-Methoxy-2-[2-(pyridin-3-yl)-1,3-benzoxazol-5-yl]-2,3-dihydro-1H-isoindol-1-one COC=1C=C2CN(C(C2=CC1)=O)C=1C=CC2=C(N=C(O2)C=2C=NC=CC2)C1